1-(1-(4-(5-(difluoromethyl)-1,3,4-oxadiazol-2-yl)-2-fluorobenzyl)-4-phenyl-1H-1,2,3-triazol-5-yl)-N,N-dimethylmethanamine FC(C1=NN=C(O1)C1=CC(=C(CN2N=NC(=C2CN(C)C)C2=CC=CC=C2)C=C1)F)F